6-chloro-8-fluoro-3-carbonyl-3,4-dihydro-2H-benzo[b][1,4]oxazine-7-carbaldehyde ClC1=CC2=C(OCC(N2)=C=O)C(=C1C=O)F